COC1=C(NC(C)=O)C=CC=C1 2'-methoxyacetanilide